BrC1=C(C=2C(N(C1=O)C)=CN(N2)CC#N)N2[C@H](CN([C@@H](C2)CC)C(C)C=2C=C1N=CC=NC1=CC2)C 2-(6-bromo-7-((2s,5r)-5-ethyl-2-methyl-4-(1-(quinoxalin-6-yl)ethyl)piperazin-1-yl)-4-methyl-5-oxo-4,5-dihydro-2H-pyrazolo[4,3-b]Pyridin-2-yl)acetonitrile